2-Hydroxyethyl (3-(3-fluoro-4-((2-methyl-1H-imidazol-1-yl)methyl)phenyl)-5-isobutyl-thiophen-2-yl)sulfonylcarbamate FC=1C=C(C=CC1CN1C(=NC=C1)C)C1=C(SC(=C1)CC(C)C)S(=O)(=O)NC(OCCO)=O